3,5-bis(chloromethyl)-2,6-dimethyl-4-isopropylbenzyl alcohol ClCC=1C(=C(CO)C(=C(C1C(C)C)CCl)C)C